C(C)(C)(C)OC(CCCCCCCCCCCCCCCCC(=O)O)=O Octadecanedioic acid 1-tert-butyl ester